NC1=NC=CC(=C1)C[C@@H]1[C@H](N(C1=O)C(=O)N[C@H](CC)C1=C(C(=CC=C1)F)C)C(=O)N(C)C=1N(C=CN1)C (2S,3R)-3-((2-aminopyridin-4-yl)methyl)-N2-(1-methyl-1H-imidazol-2-yl)-N1-((R)-1-(3-fluoro-2-methylphenyl)propyl)-N2-methyl-4-oxoazetidine-1,2-dicarboxamide